[Li].C(C1=CC=CC=C1)(=O)CC(C1=CC=CC=C1)=O dibenzoylmethane lithium salt